N-(6-(3-(difluoromethoxy)-5-fluorophenyl)-3-fluoropyridin-2-yl)-3-(trifluoromethyl)benzenesulfonamide FC(OC=1C=C(C=C(C1)F)C1=CC=C(C(=N1)NS(=O)(=O)C1=CC(=CC=C1)C(F)(F)F)F)F